(3R,5'S)-1'-(N-(4,6-difluoro-1H-indole-2-carbonyl)-N-methyl-L-leucyl)-2-oxo-5-(prop-1-en-2-yl)spiro[indoline-3,3'-pyrrolidine]-5'-carboxamide FC1=C2C=C(NC2=CC(=C1)F)C(=O)N([C@@H](CC(C)C)C(=O)N1C[C@]2(C[C@H]1C(=O)N)C(NC1=CC=C(C=C12)C(=C)C)=O)C